5-amino-3,3'-iminobis(1,2,4-triazole) NC1=NC(=NN1)NC1=NNC=N1